5,9-bis(5-bromothiophen-2-yl)-7-hexyl-7H-dibenzo[c,g]carbazole BrC1=CC=C(S1)C1=CC=2N(C=3C=C(C4=C(C3C2C2=C1C=CC=C2)C=CC=C4)C=4SC(=CC4)Br)CCCCCC